N1N=NN=C1C1=C(C=CC=C1)C1=NC(=CC(=C1)NC(CC1=C(C=C(C=C1)F)F)=O)N(CC(C)C)CC1=CC=CC=C1 N-(2-(2-(1H-tetrazol-5-yl)phenyl)-6-(benzyl(isobutyl)amino)pyridin-4-yl)-2-(2,4-difluorophenyl)acetamide